C(C)(=O)N1C2=CC=C(C=C2C=2C=C(C=CC12)Br)Br N-acetyl-3,6-dibromocarbazole